ClC=1N=CC(=NC1)C(C)O 1-(5-chloropyrazin-2-yl)ethan-1-ol